4-propyl-4'-vinylbiphenyl C(CC)C1=CC=C(C=C1)C1=CC=C(C=C1)C=C